methyl 3-(trifluoromethoxy)-5-triisopropylsilylsulfanyl-benzoate FC(OC=1C=C(C(=O)OC)C=C(C1)S[Si](C(C)C)(C(C)C)C(C)C)(F)F